4-((1-(2-trifluoromethylpyrimidin-5-yl)-1H-indol-4-yl)methyl)morpholine FC(C1=NC=C(C=N1)N1C=CC2=C(C=CC=C12)CN1CCOCC1)(F)F